C(C=C)(=O)OCCC[Si](OCC)(OCC)OCC γ-acryloxypropyltriethoxy-silane